tert-butyl 4-[4-(6-chloro-3-cyano-pyrazolo[1,5-a]pyrazin-4-yl)phenyl]piperazine-1-carboxylate ClC=1N=C(C=2N(C1)N=CC2C#N)C2=CC=C(C=C2)N2CCN(CC2)C(=O)OC(C)(C)C